CN1CC(C(CC1)NC(=O)C1=CC(=CC=2C(=CSC21)CC(F)(F)F)C#CCNC=2C(OC)=CC=C(C2)S(=O)(=O)C)C N-(1-methyl-3-methyl-4-piperidyl)-5-[3-(4-mesyl-2-anisidino)-1-propynyl]-3-(2,2,2-trifluoroethyl)-1-benzothiophene-7-carboxamide